CNCC1=CC=CC=C1.[N] nitrogen methyl-benzylamine